2-tetracosyl-sn-glycerol C(CCCCCCCCCCCCCCCCCCCCCCC)OC(CO)CO